4-Trifluoromethylbenzaldehyd FC(C1=CC=C(C=O)C=C1)(F)F